ethyl (3R,5R)-3-((2-(2,6-dioxopiperidin-3-yl)-1-oxoisoindolin-5-yl)oxy)-5-ethoxypiperidine-1-carboxylate O=C1NC(CCC1N1C(C2=CC=C(C=C2C1)O[C@H]1CN(C[C@@H](C1)OCC)C(=O)OCC)=O)=O